(5R)-5-[4-(1,3-Dioxolan-2-ylmethoxy)phenyl]-8-(trifluoromethyl)-5H-chromeno[4,3-c]quinolin-2-ol O1C(OCC1)COC1=CC=C(C=C1)[C@H]1OC=2C=C(C=CC2C=2C=NC=3C=C(C=CC3C21)O)C(F)(F)F